6-Bromo-4-((3-chloro-5-nitropyridin-2-yl)oxy)-7-methoxyquinoline BrC=1C=C2C(=CC=NC2=CC1OC)OC1=NC=C(C=C1Cl)[N+](=O)[O-]